(1S,3aR,6aS)-2-(5-chlorobenzo[d]isoxazole-3-carbonyl)-N-((S)-3-oxo-1-((S)-2-oxopyrrolidin-3-yl)-4-(trifluoromethoxy)butan-2-yl)octahydrocyclopenta[c]pyrrole-1-carboxamide ClC=1C=CC2=C(C(=NO2)C(=O)N2[C@@H]([C@@H]3[C@H](C2)CCC3)C(=O)N[C@@H](C[C@H]3C(NCC3)=O)C(COC(F)(F)F)=O)C1